(7-chloroquinolin-8-yl)-3-fluoropyridine-2-sulfonamide ClC1=CC=C2C=CC=NC2=C1C1=C(C(=NC=C1)S(=O)(=O)N)F